furo[2,3-c]pyridin-2-one O1C(CC=2C1=CN=CC2)=O